C(C(C)C)(=O)C1CC(N(CC1)C(C(=O)NC=1C=C(C(=NC1)NC(OC(C)(C)C)=O)C)=O)C=1C=C2CCC(NC2=CC1)=O tert-butyl (5-(2-(4-isobutyryl-2-(2-oxo-1,2,3,4-tetrahydroquinolin-6-yl)piperidin-1-yl)-2-oxoacetamido)-3-methylpyridin-2-yl)carbamate